5-(7-{6-[([1,4]Dioxan-2-ylmethyl)-amino]-pyrimidin-4-ylamino}-3-methyl-3H-imidazo[4,5-b]pyridin-5-yloxy)-4-methyl-pyridine-2-carbonitrile O1C(COCC1)CNC1=CC(=NC=N1)NC1=C2C(=NC(=C1)OC=1C(=CC(=NC1)C#N)C)N(C=N2)C